(2-aminoethyl)-N-(2-hydroxyethyl)glycine NCCN(CC(=O)O)CCO